NC=1C(=C(C=C2C=C(N=CC12)NC(O[C@H]1COC[C@H]1F)=O)C1=C(C2=C(OCCN2)N=C1)C)F (3S,4R)-4-Fluorotetrahydrofuran-3-yl (8-amino-7-fluoro-6-(8-methyl-2,3-dihydro-1H-pyrido[2,3-b][1,4]oxazin-7-yl)isoquinolin-3-yl)carbamate